(S)-4-(5-(3-((6-amino-2-((S)-3-carboxybutanoyl)benzo[b]thiophen-5-yl)oxy)propoxy)-6-methoxy-isoindolin-2-yl)-2-methyl-4-oxobutanoic acid NC=1C(=CC2=C(SC(=C2)C(C[C@H](C)C(=O)O)=O)C1)OCCCOC=1C=C2CN(CC2=CC1OC)C(C[C@@H](C(=O)O)C)=O